OC[C@@H](C(=O)OC)NC(C(=C)NC(=O)C=1N=C(SC1)C1CCN(CC1)C(=O)OCCCC)=O butyl (S)-4-(4-((3-((3-hydroxy-1-methoxy-1-oxopropan-2-yl)amino)-3-oxoprop-1-en-2-yl)carbamoyl)thiazol-2-yl)piperidine-1-carboxylate